C(C=C)(=O)N1[C@@H](C[C@H](CC1)N1N=NC=2C(=NC=3C(=C(C(=CC3C21)C)C2=C(C(=CC=C2)C)Cl)F)N2C(COCC2)=O)CC#N ((2S,4S)-1-acryloyl-4-(7-(2-chloro-3-methylphenyl)-6-fluoro-8-methyl-4-(3-oxomorpholino)-1H-[1,2,3]triazolo[4,5-c]quinolin-1-yl)piperidin-2-yl)acetonitrile